tert-butyl-(S)-(1-cyano-2-(3-fluoro-4'-((4-methylpiperazin-1-yl)methyl)-[1,1'-biphenyl]-4-yl)ethyl)carbamate C(C)(C)(C)OC(N[C@@H](CC1=C(C=C(C=C1)C1=CC=C(C=C1)CN1CCN(CC1)C)F)C#N)=O